3-[[4-hydroxy-1-[(3R,4R)-1-[(5-methylpyrazin-2-yl)methyl]-3-phenyl-piperidine-4-carbonyl]-4-piperidinyl]methyl]-7-phenyl-pyrrolo[2,3-d]pyrimidin-4-one OC1(CCN(CC1)C(=O)[C@H]1[C@@H](CN(CC1)CC1=NC=C(N=C1)C)C1=CC=CC=C1)CN1C=NC2=C(C1=O)C=CN2C2=CC=CC=C2